ClC1=C(C=C(C=C1)F)N=C(N)C1=C(C=2N(N=C1)C=C(C2)C2=C(C=C(C=C2)OC)C2CC2)N[C@@H]2CC[C@H](CC2)NC(OC(C)(C)C)=O tert-butyl N-[trans-4-[[3-[N'-(2-chloro-5-fluoro-phenyl)carbamimidoyl]-6-(2-cyclopropyl-4-methoxy-phenyl)pyrrolo[1,2-b]pyridazin-4-yl]amino]cyclohexyl]carbamate